N-(4,5-difluoro-2-iodophenyl)-2,2,2-trifluoroacetamide FC1=CC(=C(C=C1F)NC(C(F)(F)F)=O)I